CC1=CC(=NN1C1CN(CC1)C(=O)OC(C)(C)C)C1=CC=C(C=C1)OC(F)(F)F tert-butyl 3-[5-methyl-3-[4-(trifluoromethoxy)phenyl]pyrazol-1-yl]pyrrolidine-1-carboxylate